CC1=C(OC2=C1C=CC=C2)C(C)=O 1-(3-methyl-2-benzofuranyl)-ethanone